methyl 5-amino-4-(4-hydroxy-1-oxo-isoindolin-2-yl)-5-oxo-pentanoate NC(C(CCC(=O)OC)N1C(C2=CC=CC(=C2C1)O)=O)=O